OC1=NC2=CC=CN=C2C=C1C(=O)OCC ethyl 2-hydroxy-1,5-naphthyridine-3-carboxylate